1-(2,6,6-trimethyl-2-cyclohexenyl)-2-buten-1-one CC=1C(C(CCC1)(C)C)C(C=CC)=O